lithium boron phosphorus oxysulfide O=S.[P].[B].[Li]